C1(=CC=CC=C1)S(=O)(=O)C1=CC=C(C=C1)CNC(=O)C1=C(C=2C=NC=CC2N1)Br N-{[4-(benzenesulfonyl)phenyl]methyl}-3-bromo-1H-pyrrolo[3,2-c]pyridine-2-carboxamide